FC=1C=CC(=C2C=C(NC(C12)=O)CCCN1C[C@@H](CC1)C1=CC=C(C=C1)F)C (S)-8-fluoro-3-(3-(3-(4-fluorophenyl)pyrrolidin-1-yl)propyl)-5-methylisoquinolin-1(2H)-one